COC1=CC=C(C=C1)C1=NOC(=N1)N1CCC(CC1)C(=O)NCCOC1=CC=CC=C1 1-(3-(4-Methoxyphenyl)-1,2,4-oxadiazol-5-yl)-N-(2-phenoxyethyl)piperidine-4-carboxamide